C1([C@H](O)[C@H](O)[C@H](O1)CO)N ribosyl-amine